C(C(C)C)C1=CC(=C(C#N)C=C1)N1CCN(CC1)CC=1SC=CN1 4-isobutyl-2-(4-(thiazol-2-ylmethyl)piperazin-1-yl)benzonitrile